3-[5-[4-(dimethoxymethyl)-1-piperidinyl]-4,6-difluoro-1-oxo-isoindolin-2-yl]piperidine-2,6-dione COC(C1CCN(CC1)C=1C(=C2CN(C(C2=CC1F)=O)C1C(NC(CC1)=O)=O)F)OC